2-chloro-3-(difluoromethyl)pyridine ClC1=NC=CC=C1C(F)F